C(C)(=O)N1CCC(CC1)C1=CC2=C(N=CN=C2N[C@H](C)C2=C(C(=CC(=C2)C(F)(F)F)N)F)N(C1=O)C 6-(1-acetyl-4-piperidinyl)-4-[[(1R)-1-[3-amino-2-fluoro-5-(trifluoromethyl)phenyl]ethyl]amino]-8-methyl-pyrido[2,3-d]pyrimidin-7-one